C(C(O)CO)(=O)N glyceroamide